Inosine-5'-monophosphate P(=O)(O)(O)OC[C@@H]1[C@H]([C@H]([C@@H](O1)N1C=NC=2C(O)=NC=NC12)O)O